CC1(CC(=CC=C1)N)N meta-tolylenediamine